Cl.N1C(CCCC1)C(=O)OCC ethyl pipecolinate HCl salt